isostearyloxy isopropyl borate B(OOCCCCCCCCCCCCCCCC(C)C)(OC(C)C)[O-]